γ-glycidoxypropyl-acetoxymethoxyisopropylsilane C(C1CO1)OCCC[SiH](C(C)C)OCOC(C)=O